6-[5-methyl-1-(1-methyl-4-piperidyl)pyrazol-4-yl]-4-(1-methylpyrazolo[3,4-c]pyridin-7-yl)sulfanyl-pyrazolo[1,5-a]pyridine-3-carbonitrile CC1=C(C=NN1C1CCN(CC1)C)C=1C=C(C=2N(C1)N=CC2C#N)SC=2N=CC=C1C2N(N=C1)C